ethyl 1-(2-azidoacetyl)-2-oxo-4-[3-(trifluoromethyl) phenyl]-3-pyrrolidinecarboxylate N(=[N+]=[N-])CC(=O)N1C(C(C(C1)C1=CC(=CC=C1)C(F)(F)F)C(=O)OCC)=O